OC1[C@H](O[C@H]([C@@H](C1=O)O)OC1=CC=C(C=C1)[N+](=O)[O-])CO (2r,5s,6s)-3,5-dihydroxy-2-(hydroxymethyl)-6-(4-nitrophenoxy)tetrahydro-4H-pyran-4-one